(N-maleimidopropionamido)-octaethyleneglycol C1(C=CC(N1N(C(CC)=O)C(COCCOCCOCCOCCOCCOCCOCCO)O)=O)=O